4-[3-(aminomethyl)pyrrolidin-1-yl]-N-{8-fluoro-2-methylimidazo[1,2-a]pyridin-6-yl}-2-methylindazole-7-carboxamide NCC1CN(CC1)C=1C2=CN(N=C2C(=CC1)C(=O)NC=1C=C(C=2N(C1)C=C(N2)C)F)C